CNCCNCC1=CC=C(C=C1)C=C 4-[N-(methylaminoethyl)aminomethyl]Styrene